4-(but-3-ene-1-yl)piperidine hydrochloride Cl.C(CC=C)C1CCNCC1